5-(2-Ethyl-6-fluorophenyl)-3-(4-(4-methylpiperazin-1-yl)phenyl)-1H-pyrazolo[4,3-c]pyridazin-6(5H)-one C(C)C1=C(C(=CC=C1)F)N1N=C2C(=CC1=O)NN=C2C2=CC=C(C=C2)N2CCN(CC2)C